propyl-(methyl)-diethoxysilane C(CC)[Si](OCC)(OCC)C